4-[(1S)-1-[[5-Chloro-6-[2-(2-hydroxyethylamino)-2-oxo-ethoxy]-1H-indole-2-carbonyl]amino]-2-hydroxy-ethyl]benzoic Acid ClC=1C=C2C=C(NC2=CC1OCC(=O)NCCO)C(=O)N[C@H](CO)C1=CC=C(C(=O)O)C=C1